(2R,3S,4S,5R)-3-(3,4-difluoro-2-methoxyphenyl)-4,5-dimethyl-N-(5-oxo-2,3,4,5-tetrahydrobenzo[f][1,4]oxazepin-7-yl)-5-(trifluoromethyl)tetrahydrofuran-2-carboxamide FC=1C(=C(C=CC1F)[C@H]1[C@@H](O[C@]([C@H]1C)(C(F)(F)F)C)C(=O)NC=1C=CC2=C(C(NCCO2)=O)C1)OC